BrC1=C(C=NN1C)OCCN(C(OC(C)(C)C)=O)C tert-butyl N-[2-(5-bromo-1-methyl-pyrazol-4-yl)oxyethyl]-N-methyl-carbamate